C(C)(C)(C)OC(=O)N1CCC(CC1)ON.FC(OC1=CC=CC=C1)(F)F 1-(trifluoromethoxy)benzene tert-Butyl-4-aminooxypiperidine-1-carboxylate